5-(2-bromoethoxy)-1-isoindolinone BrCCOC=1C=C2CNC(C2=CC1)=O